CC1=C(OCC(=O)O)C(=CC(=C1)\C=C\C(=O)C=1OC2=C(C1)C=CC(=C2)SC)C (E)-2-(2,6-dimethyl-4-(3-(6-(methylthio)benzofuran-2-yl)-3-oxoprop-1-en-1-yl)phenoxy)acetic acid